ClC=1C(=NC=CC1C1=C(C(=CC=C1)NC1=NC=CC(=C1F)CN1CC(C1)O)Cl)C1=CC(=C(CNC[C@H]2CCC(N2)=O)C=C1)OC (R)-5-(((4-(3-chloro-4-(2-chloro-3-((3-fluoro-4-((3-hydroxyazetidin-1-yl)methyl)pyridin-2-yl)amino)phenyl)pyridin-2-yl)-2-methoxybenzyl)amino)methyl)pyrrolidin-2-one